C(C)(C)(C)OC(=O)N1C(C(CCC1)CO)C 3-(hydroxymethyl)-2-methylpiperidine-1-carboxylic acid tert-butyl ester